6-(2,4-difluorophenoxy)-2-(benzylthio)pyrido[2,3-d]pyrimidin-7(8H)-one FC1=C(OC2=CC3=C(N=C(N=C3)SCC3=CC=CC=C3)NC2=O)C=CC(=C1)F